1,3-diethyl-3,7-dihydro-1H-purine-2,6-dione C(C)N1C(N(C=2N=CNC2C1=O)CC)=O